CC1=NOC(=C1CN1C(NC2=NC=C(C=C21)C2=C(C=CC(=C2)F)OCC)=O)C 1-[(3,5-dimethylisoxazol-4-yl)methyl]-6-(2-ethoxy-5-fluoro-phenyl)-3H-imidazo[4,5-b]pyridin-2-one